FC1=CC=C(C=C1)[C@H]1[C@@H](CN(C1)CCOC)NC(=O)NC1=C(C(=NN1C1=CC=CC=C1)C=1C=NN(C1)C(C)C)C 1-((3s,4r)-4-(4-fluorophenyl)-1-(2-methoxyethyl)pyrrolidin-3-yl)-3-(1'-isopropyl-4-methyl-1-phenyl-1h,1'h-[3,4'-bipyrazolyl]-5-yl)urea